(R)-N-(2-(4-Cyanothiazolidin-3-yl)-2-oxoethyl)-6-cyclopropylquinoline-4-carboxamide C(#N)[C@H]1N(CSC1)C(CNC(=O)C1=CC=NC2=CC=C(C=C12)C1CC1)=O